C1(CCCC1)C=1C=C(SC1)C1(CC1)C=1NC(C2=C(N1)CCN(C2)C(=O)OC(C)(C)C)=O tert-butyl 2-(1-(4-cyclopentylthiophen-2-yl)cyclopropyl)-4-oxo-3,5,7,8-tetrahydropyrido[4,3-d]pyrimidine-6(4H)-carboxylate